OC(CNC(=O)C=1C(N(N=C(C1)C1=CC=C(C=C1)C(F)(F)F)C=1C=NSC1)=O)(C)C N-(2-Hydroxy-2-methylpropyl)-3-oxo-2-(1,2-thiazol-4-yl)-6-[4-(trifluoromethyl)phenyl]-2,3-dihydropyridazine-4-carboxamide